(R)-1-(4-(7,7-difluoro-2-((S)-2-methylazetidin-1-yl)-6,7-dihydro-5H-cyclopenta[d]pyrimidin-4-yl)phenyl)-2-(methylsulfonyl)ethan-1-amine FC1(CCC2=C1N=C(N=C2C2=CC=C(C=C2)[C@H](CS(=O)(=O)C)N)N2[C@H](CC2)C)F